C1(CC1)C=1N=NN(C1)[C@H](C(=O)N1[C@@H](C[C@H](C1)O)C(=O)NCC=1C=NN2C1C(N(CC2)C)=O)C(C)(C)C (2S,4r)-1-[(2S)-2-(4-cyclopropyl-triazol-1-yl)-3,3-dimethyl-butyryl]-4-hydroxy-N-[(5-methyl-4-oxo-6,7-dihydropyrazolo[1,5-a]pyrazin-3-yl)methyl]pyrrolidine-2-carboxamide